4-methyl-1-((1-(trifluoromethyl)cyclopropyl)methyl)piperidin CC1CCN(CC1)CC1(CC1)C(F)(F)F